NC=1SC[C@@]2(N1)CCOC1=CC=C(C=C12)NC(C1=NC=CC=C1)=O (R)-N-(2'-amino-5'h-spiro[chromane-4,4'-thiazol]-6-yl)picolinamide